1-(5-chloro-3-methylpyridin-2-yl)-4-(4-fluoro-3-methylbenzyl)-3-(oxetan-3-yl)piperazine-2,5-dione ClC=1C=C(C(=NC1)N1C(C(N(C(C1)=O)CC1=CC(=C(C=C1)F)C)C1COC1)=O)C